P1(OOO1)=O alpha-oxo phosphonate